4-methyl-1,2,3,4-tetrahydroquinoxaline-6-carbonitrile CN1CCNC2=CC=C(C=C12)C#N